C(C)(C)(C)OC(=O)N[C@@H](CC1=CC=C(C=C1)I)C(=O)N (S)-N-t-butoxycarbonyl-4-iodophenylalanyl-ammonia